(s,4Z,7Z,10Z,13Z)-12-methylnonadeca-4,7,10,13-tetraen-1-yl 2,2,5-trimethyl-1,3-dioxane-5-carboxylate CC1(OCC(CO1)(C(=O)OCCC\C=C/C\C=C/C\C=C/[C@H](\C=C/CCCCC)C)C)C